CC1(CN(CC1)C=1C=NC(=NC1)CN[C@@H](COC1=NC(=NC(=C1C)C1=C(C=CC=C1C)COC(C)C)NS(=O)(=O)C=1C=C(C(=O)O)C=CC1)CC(C)(C)C)C 3-[[4-[(2R)-2-[[5-(3,3-dimethylpyrrolidin-1-yl)pyrimidin-2-yl]methylamino]-4,4-dimethyl-pentoxy]-6-[2-(isopropoxymethyl)-6-methyl-phenyl]-5-methyl-pyrimidin-2-yl]sulfamoyl]benzoic acid